lanthanum water O.[La]